OCCC1=CC=C(C=C1)CCO 2-[4-(2-hydroxyethyl)phenyl]Ethanol